C(C)(C)(C)OC(=O)N1C(OC[C@@H]1C(=O)OC)(C)C Methyl (R)-(+)-3-(t-butoxycarbonyl)-2,2-dimethyl-4-oxazolidinecarboxylate